[O-2].CO[V+2](OC)OC trimethoxyvanadium oxide